[C@@H]12[C@@H](C[C@@H](CC1)O2)NC=2N=NC(=C1C2C=NC=C1)C1=C(C=C(C=C1)Cl)O 2-(4-(((1S,2R,4R)-7-oxabicyclo[2.2.1]heptan-2-yl)amino)pyrido[3,4-d]pyridazin-1-yl)-5-chlorophenol